FC=1C=CC=2N(C1)N=C(C2)[C@@H]2N(CCC1=C2N=CN1)C(=O)C=1OC(=NN1)C1=NN(C=C1)C (R)-(4-(6-fluoropyrazolo[1,5-a]pyridin-2-yl)-6,7-dihydro-1H-imidazo[4,5-c]pyridin-5(4H)-yl)(5-(1-methyl-1H-pyrazol-3-yl)-1,3,4-oxadiazol-2-yl)methanone